2,2-bis[3-phenyl-4-(4-aminophenoxy)phenyl]propane C1(=CC=CC=C1)C=1C=C(C=CC1OC1=CC=C(C=C1)N)C(C)(C)C1=CC(=C(C=C1)OC1=CC=C(C=C1)N)C1=CC=CC=C1